N-(6-(2,4-dimethylphenyl)imidazo[1,2-a]pyridin-2-yl)-2-fluorocyclopropane-1-carboxamide CC1=C(C=CC(=C1)C)C=1C=CC=2N(C1)C=C(N2)NC(=O)C2C(C2)F